4-(2-aminoethyl)-piperazin NCCN1CCNCC1